3-(4-chlorophenyl)-2-(1,3-dithian-2-yl)-4-(4-methoxyphenyl)-6-phenyl-4H-pyran ClC1=CC=C(C=C1)C1=C(OC(=CC1C1=CC=C(C=C1)OC)C1=CC=CC=C1)C1SCCCS1